2-bromo-7-(2-(2-methoxyethoxy)ethoxy)-9-octyl-9H-carbazole BrC1=CC=2N(C3=CC(=CC=C3C2C=C1)OCCOCCOC)CCCCCCCC